C=C1C(C(C(C(=C1C(=O)O)C(=O)O)=C)C(=O)O)=C.C=C1C(C(C(C(=C1C(=O)O)C(=O)O)=C)C(=O)O)=C.C(C(C)O)O propylene glycol ditrimethylenetrimellitate